C1(CC1)C1=C(C(=NO1)C1=C(C=CC=C1Cl)Cl)C1=CC2(C1)CCN(CC2)C2=CC=C1C=C(C=NC1=C2C)C(=O)O 7-(2-(5-cyclopropyl-3-(2,6-dichlorophenyl)isoxazol-4-yl)-7-azaspiro[3.5]non-1-en-7-yl)-8-methylquinoline-3-carboxylic acid